N-(4-fluorophenyl)hydrazinothiocarboxamide FC1=CC=C(C=C1)NNNC=S